2-hydroxy-N-(4-((3-methyl-5-(3,3,3-trifluoropropoxy)phenyl)amino)-5-(6-azaspiro[2.5]oct-6-yl)quinazolin-7-yl)ethane-1-sulfonamide OCCS(=O)(=O)NC1=CC(=C2C(=NC=NC2=C1)NC1=CC(=CC(=C1)OCCC(F)(F)F)C)N1CCC2(CC2)CC1